FC1=C2C3(C(NC2=CC=C1O)=O)CC3 4'-fluoro-5'-hydroxyspiro[cyclopropane-1,3'-indolin]-2'-one